C(C)(CC)[SiH](O[SiH](C)C(C)CC)C 1,3-di-sec-butyl-1,3-dimethyl-disiloxane